ClC=1C(=NC=C(C1)B(O)O)OC 3-CHLORO-2-METHOXYPYRIDINE-5-BORONIC ACID